C(C)(C)(C)OC(=O)N(NC1=CC2=C(N=C(S2)C)C=C1)C 1-Methyl-2-(2-methylbenzo[d]thiazol-6-yl)hydrazine-1-carboxylic acid tert-butyl ester